4-hydroxy-1-(4-methoxybenzyl)-1H-pyrazolo[3,4-b]pyridine-5-carboxylic acid OC1=C2C(=NC=C1C(=O)O)N(N=C2)CC2=CC=C(C=C2)OC